N4-benzyl-5,6-dimethyl-3-nitro-N2-(2,4,4-trimethylpentane-2-yl)pyridine-2,4-diamine C(C1=CC=CC=C1)NC1=C(C(=NC(=C1C)C)NC(C)(CC(C)(C)C)C)[N+](=O)[O-]